O[C@@H](C)C=1N(C=CN1)[C@H](CO)\C=C\C1=CC=C(C=C1)C1=CC=C(C=C1)C1CC(C1)CN1CC(C1)S(=O)(=O)C (S,E)-2-(2-((S)-1-hydroxyethyl)-1H-imidazol-1-yl)-4-(4'-(3-((3-(methylsulfonyl)azetidin-1-yl)methyl)cyclobutyl)-[1,1'-biphenyl]-4-yl)but-3-en-1-ol